N-((Cyclopropylmethyl)(4-methyl-4'-(2-(4-methylpiperazin-1-yl)ethyl)-[1,1'-biphenyl]-3-yl)carbamothioyl)benzamide C1(CC1)CN(C(=S)NC(C1=CC=CC=C1)=O)C=1C=C(C=CC1C)C1=CC=C(C=C1)CCN1CCN(CC1)C